C1(C(=O)N)=NC=CC=2C3=CC=C(OC)C=C3NC12 Harmanamid